C(\C=C\C(=O)O)(=O)O.N[C@@H](CCCCN)C(=O)O Lysine fumarate